(S)-1-(5-methyl-2-((tetrahydrofuran-3-yl)amino)pyrimidin-4-yl)-N-(3-methylbenzyl)-1H-imidazole-4-amide CC=1C(=NC(=NC1)N[C@@H]1COCC1)N1C=NC(=C1)C(=O)NCC1=CC(=CC=C1)C